NC=1C=C(C=CC1)[C@@H](CNC(OC(C)(C)C)=O)C tert-butyl (S)-(2-(3-aminophenyl)propyl)carbamate